1-(4-Nitro-2-(trifluoromethyl)phenyl)-1H-pyrazole [N+](=O)([O-])C1=CC(=C(C=C1)N1N=CC=C1)C(F)(F)F